diethyl ((3-bromo-5-carbamoyl-7-((2-iodo-4-(methylsulfonyl)benzyl)oxy)benzo[b]thiophen-2-yl)difluoromethyl)phosphonate BrC=1C2=C(SC1C(F)(F)P(OCC)(OCC)=O)C(=CC(=C2)C(N)=O)OCC2=C(C=C(C=C2)S(=O)(=O)C)I